C(C)N(C(=O)[C@H]1CN(C)[C@@H]2CC3=CN(C4=CC=CC(C2=C1)=C34)C(=O)C3COCCC3)CC 1-(3-tetrahydropyrancarbonyl)-lysergic acid diethylamide